8-(2,4-Dichlorophenyl)-9-(5-((1-(3-fluoropropyl)azetidin-3-yl)methyl)pyridin-2-yl)-6,7-dihydro-5H-benzo[7]annulen ClC1=C(C=CC(=C1)Cl)C=1CCCC2=C(C1C1=NC=C(C=C1)CC1CN(C1)CCCF)C=CC=C2